N5,N6-bis(2-fluoro-3-(trifluoromethyl)phenyl)-[1,2,5]oxadiazolo[3,4-b]pyrazine-5,6-diamine FC1=C(C=CC=C1C(F)(F)F)NC1=NC=2C(N=C1NC1=C(C(=CC=C1)C(F)(F)F)F)=NON2